FC1=C(C=C(CN2C[C@@H]3[C@H](C2)CC(C3)NC=3N=NC(=CC3)S(=O)(=O)C3=CC=CC=C3)C=C1)C (3aR,5s,6aS)-2-(4-fluoro-3-methylbenzyl)-N-(6-(phenylsulfonyl)pyridazin-3-yl)octahydrocyclopenta[c]pyrrol-5-amine